ClC1=C(NC2=CC=CC=C12)C1=NN(C2=NC=NC(=C21)N)C(C)C 3-(3-Chloro-1H-indol-2-yl)-1-isopropyl-pyrazolo[3,4-d]pyrimidin-4-amine